FC1=C(C(=O)NC2CC3(C2)CCNCC3)C=C(C=C1)OC 2-fluoro-5-methoxy-N-(7-azaspiro[3.5]non-2-yl)benzamide